FC=1C=C(C=CC1)N1CCC(CC1)NC1=C2C(=NC3=CC(=C(N=C13)OC)COCCN1CCCC1)CCC2 1-(3-fluorophenyl)-N-(2-methoxy-3-{[2-(pyrrolidin-1-yl)ethoxy]methyl}-6H,7H,8H-cyclopenta[b]1,5-naphthyridin-9-yl)piperidin-4-amine